2-(6-Amino-2-fluoropyridin-3-yl)-2-oxoethyl (3S)-7-(6-bromo-3-chloro-2-fluorophenyl)-5-oxo-1,2,3,5,8,8a-hexahydroindolizine-3-carboxylate BrC1=CC=C(C(=C1C1=CC(N2[C@@H](CCC2C1)C(=O)OCC(=O)C=1C(=NC(=CC1)N)F)=O)F)Cl